BrC=1SC(=C(N1)Br)CC1=CC(=NN1)C#N 5-((2,4-dibromothiazol-5-yl)methyl)-1H-pyrazole-3-carbonitrile